2-[(3S,4R)-1-[1-(2,6-dioxo-3-piperidyl)-3-methyl-2-oxo-benzimidazol-5-yl]-3-methyl-4-piperidyl]-N-[5-fluoro-7-hydroxy-6-(1,1,4-trioxo-1,2,5-thiadiazolidin-2-yl)-2-naphthyl]acetamide O=C1NC(CCC1N1C(N(C2=C1C=CC(=C2)N2C[C@H]([C@H](CC2)CC(=O)NC2=CC1=CC(=C(C(=C1C=C2)F)N2S(NC(C2)=O)(=O)=O)O)C)C)=O)=O